2-azaspiro[3.3]heptan-6-carboxylic acid C1NCC12CC(C2)C(=O)O